2-dodecylmalonic acid potassium salt [K+].C(CCCCCCCCCCC)C(C(=O)[O-])C(=O)[O-].[K+]